benzyl (S)-6-(4-(methoxycarbonyl) phenyl)-4-(pyrimidin-4-yl)-3,6-dihydropyridine-1(2H)-carboxylate COC(=O)C1=CC=C(C=C1)[C@@H]1C=C(CCN1C(=O)OCC1=CC=CC=C1)C1=NC=NC=C1